1-(2-fluoro-5-methylpyridin-4-yl)ethyl (4-(5-(3,3-difluorocyclobutane-1-carboxamido)pyridin-2-yl)-1-methyl-1H-1,2,3-triazol-5-yl)carbamate FC1(CC(C1)C(=O)NC=1C=CC(=NC1)C=1N=NN(C1NC(OC(C)C1=CC(=NC=C1C)F)=O)C)F